COC([C@@H](N(C([C@@H](NCCCC1=CC(=C(C=C1)O)OC)CC(O)=O)=O)C1=CC=CC=C1)C)=O N-[N-[3-(3-methoxy-4-hydroxyphenyl)propyl]-L-α-aspartyl]-phenylalanine 1-methyl ester